C[Si](C(C)[Si](O[Si](O[Si](O[Si](O[SiH](C)C)(C)C)(C)C)(C)C)(C)C)(OCC)C 1-Dimethylethoxysilylethyl-1,1,3,3,5,5,7,7,9,9-decamethylpentasiloxane